CN1C(=NC=C1[N+](=O)[O-])\C=C/1\C(N=C(S1)N1CCN(CC1)C)=O (5Z)-5-[(1-methyl-5-nitro-1H-imidazol-2-yl)methylene]-2-(4-methylpiperazin-1-yl)-4(5H)thiazolone